COC=1C=CC=2C3(C4=CC=CC=C4SC2C1OC)OCCCO3 3',4'-dimethoxyspiro[1,3-dioxane-2,9'-thioxanthen]